ethyl 2-(4-fluorophenoxy)-5-hydroxy-8-chloro-1,7-naphthyridine-6-carboxylate FC1=CC=C(OC2=NC3=C(N=C(C(=C3C=C2)O)C(=O)OCC)Cl)C=C1